6-(3-Fluoro-5-methylphenyl)-N-[(2-oxo-1H-pyridin-3-yl)sulfonyl]-2-[(4S)-2,2,4-trimethylpyrrolidin-1-yl]pyridin-3-carboxamid FC=1C=C(C=C(C1)C)C1=CC=C(C(=N1)N1C(C[C@@H](C1)C)(C)C)C(=O)NS(=O)(=O)C=1C(NC=CC1)=O